tert-butyl 3-(dimethylphosphoryl)-1H-indole-1-carboxylate CP(=O)(C)C1=CN(C2=CC=CC=C12)C(=O)OC(C)(C)C